CON(C(=O)C1=NN2C(C(=CC=C2)OC)=C1)C N,4-dimethoxy-N-methylpyrazolo[1,5-a]pyridine-2-carboxamide